ClC1=CC(=C(C(=C1)OC)NC(OC1=CC=CC=C1)=O)OC phenyl (4-chloro-2,6-dimethoxyphenyl)carbamate